FC1=CC=C(C=C1)C=1C(=NC2=CC(=NC(=C2C1)C(C)NC1=C(C(=O)O)C=CC=C1)C)C 2-((1-(3-(4-fluorophenyl)-2,7-dimethyl-1,6-naphthyridin-5-yl)ethyl)amino)benzoic acid